ClC=1C=C(C=C(C1)Cl)C1=NC(=CC(=C1)CO)OC=1C=NC(=CC1)N1CCN(CC1)C (2-(3,5-dichlorophenyl)-6-((6-(4-methylpiperazin-1-yl)pyridin-3-yl)oxy)pyridin-4-yl)methanol